2-[(3-aminopyrazolo[1,5-a]pyridin-2-yl)oxy]ethanol hydrochloride Cl.NC=1C(=NN2C1C=CC=C2)OCCO